4-(4-Acrylpiperazin-1-yl)-7-(2-amino-7-fluorobenzo[d]thiazol-4-yl)-6-chloro-2-(3-(dimethylamino)azetidin-1-yl)-8-fluoroquinoline-3-carbonitrile C(=O)(C=C)N1CCN(CC1)C1=C(C(=NC2=C(C(=C(C=C12)Cl)C1=CC=C(C2=C1N=C(S2)N)F)F)N2CC(C2)N(C)C)C#N